N1=C(C=CC2=NC=CC=C12)C=1C=C2CN(C(C2=CC1)=O)C1CNCCC1 3-[5-(1,5-naphthyridin-2-yl)-1-oxo-2,3-dihydro-1H-isoindol-2-yl]piperidine